FC1=C(C(=C(C=C1OC)OC)F)N1C(N(C2=C(C1)C=NC(=C2)C=2C(=NN(C2)C)C)CC2=CC(N(C=C2)C)=O)=O 3-(2,6-difluoro-3,5-dimethoxyphenyl)-7-(1,3-dimethyl-1H-pyrazol-4-yl)-1-((1-methyl-2-oxo-1,2-dihydropyridin-4-yl)methyl)-3,4-dihydropyrido[4,3-d]pyrimidin-2(1H)-one